C(C1=CC=CC=C1)OC1=NC=C(C=C1[C@H]1CN2[C@H](CO1)CN(CC2)C(=O)C2=C(C(=CC=C2)OC)Cl)Cl ((3S,9aS)-3-(2-(benzyloxy)-5-chloropyridin-3-yl)hexahydropyrazino[2,1-c][1,4]oxazin-8(1H)-yl)(2-chloro-3-methoxyphenyl)methanone